3-(3,4-dichlorophenyl)-8-methoxy-9-((1-(vinylsulfonyl)piperidin-4-yl)oxy)-1H-pyrimido[4,5,6-de]quinazolin-2(3H)-one ClC=1C=C(C=CC1Cl)N1C(NC2=C(C(=CC=3C2=C1N=CN3)OC)OC3CCN(CC3)S(=O)(=O)C=C)=O